BrC=1C=C2C(CC3(CN(CC3)C(=O)C3=NC=C(C=C3)F)C2=CC1)O (5-bromo-3-hydroxy-2,3-dihydrospiro[inden-1,3'-pyrrolidin]-1'-yl)(5-fluoropyridin-2-yl)methanone